FC=1C=C(C=C(C1)C(F)(F)F)C1=C2C=CN(C2=C(C=C1)C(=O)NCC1=CC=C(C(=O)O)C=C1)CC1=CC=C(C=C1)C(F)(F)F 4-((4-(3-Fluoro-5-(trifluoromethyl)phenyl)-1-(4-(trifluoromethyl)benzyl)-1H-indol-7-amido)methyl)benzoic acid